N1=CC=C(C=C1)C1(CCC1)N 1-(pyridin-4-yl)cyclobutan-1-amine